O=C1NC(CCC1N1C(C2=CC=C(C=C2C1=O)CN1CCN(CC1)C=1N=CC2=C(N1)SC=C2)=O)=O 2-(2,6-dioxopiperidin-3-yl)-5-((4-(thieno[2,3-d]pyrimidin-2-yl)piperazin-1-yl)methyl)isoindoline-1,3-dione